C(C)N(C=1C=C(C=C(C1)C(F)(F)F)NS(=O)(=O)C1=C(C=C(C=C1C(C)C)C(C)C)C(C)C)CC N-(3-(Diethylamino)-5-(trifluoromethyl)phenyl)-2,4,6-triisopropylbenzene-sulfonamide